CN1N=C(C=C(C1=O)C(C=O)C)C 2-(2,6-dimethyl-3-oxo-2,3-dihydropyridazin-4-yl)propanal